S(CCSCCCCCCCCSCCSCCCCCCCC)(=O)O 1,4,13,16-Tetrathiatetracosanoic acid